N[C@H]1CN(CC1)C1=CC=CC(=N1)N1C(C2=CC=C(C(=C2C1)C1=C(C=CC=C1OC)F)C#N)=O 2-(6-((R)-3-Aminopyrrolidin-1-yl)pyridin-2-yl)-4-(2-fluoro-6-methoxyphenyl)-1-oxoisoindoline-5-carbonitrile